NC=1C=2N(C3=C(N1)C=NC(=C3)C(=O)N(C)[C@@H]3COC1=C3C=CC(=C1)C13CC(C1)(C3)C(F)F)C=NC2 (S)-4-amino-N-(6-(3-(difluoromethyl)bicyclo[1.1.1]pentan-1-yl)-2,3-dihydrobenzofuran-3-yl)-N-methylimidazo[1,5-a]pyrido[3,4-e]pyrazine-8-carboxamide